sodium para-hydroxybenzoate potassium [K+].OC1=CC=C(C(=O)[O-])C=C1.[Na+].OC1=CC=C(C(=O)[O-])C=C1